(R)-2-((1-(2-cyano-7-methyl-3-(1-methyl-1,4,5,7-tetrahydro-6H-pyrazolo[3,4-c]pyridin-6-yl)quinoxalin-5-yl)ethyl)amino)benzoic acid C(#N)C1=NC2=CC(=CC(=C2N=C1N1CC2=C(CC1)C=NN2C)[C@@H](C)NC2=C(C(=O)O)C=CC=C2)C